[Si](C1=CC=CC=C1)(C1=CC=CC=C1)(C(C)(C)C)OCC1=CC(=C(C=C1)NC([C@H](CCCCNC(C1=CC=C(C=C1)C)(C1=CC=CC=C1)C1=CC=CC=C1)NC(OC)=O)=O)OC methyl (S)-(1-((4-(((tert-butyldiphenylsilyl)oxy)methyl)-2-methoxyphenyl)amino)-6-((diphenyl(p-tolyl)methyl)amino)-1-oxohexan-2-yl)carbamate